C1(=CC=CC=C1)C=1C(N(C(C1)=O)CC1CCOCC1)=O 3-phenyl-1-((tetrahydro-2H-pyran-4-yl)methyl)-1H-pyrrole-2,5-dione